FC1=C(SC2=CN=C(C=C21)NC2CCN(CC2)C)C#N 3-fluoro-5-[(1-methylpiperidin-4-yl)amino]thieno[2,3-c]pyridine-2-carbonitrile